O-(((2R,3R,4S,5R)-3-fluoro-4-((4-methoxybenzyl)oxy)-5-(6-(tritylamino)-9H-purin-9-yl)tetrahydrofuran-2-yl)methyl) O,O-dihydrogen phosphorothioate triethyl-amine Salt C(C)N(CC)CC.P(OC[C@H]1O[C@H]([C@@H]([C@@H]1F)OCC1=CC=C(C=C1)OC)N1C2=NC=NC(=C2N=C1)NC(C1=CC=CC=C1)(C1=CC=CC=C1)C1=CC=CC=C1)(O)(O)=S